2,2'-azobis-(2-methylpropionamidine)-dihydrochloride Cl.Cl.N(=NC(C(=N)N)(C)C)C(C(=N)N)(C)C